COC=1C=2N(C=CC1)N=C(C2)[C@H]2N(CCC1=C2N=CN1)C(=O)C1=CC=NN1C1=NC=CC=C1 (S)-(4-(4-methoxypyrazolo[1,5-a]pyridin-2-yl)-6,7-dihydro-1H-imidazo[4,5-c]pyridin-5(4H)-yl)(1-(pyridin-2-yl)-1H-pyrazol-5-yl)methanone